C(#N)[C@H](C[C@H]1C(NCC1)=O)NC([C@@H](CC1CC1)N1C([C@@]2(CCCN2C)CC1)=O)=O (2R)-N-[(1S)-1-cyano-2-[(3S)-2-oxopyrrolidin-3-yl]ethyl]-3-cyclopropyl-2-[(5R)-1-methyl-6-oxo-1,7-diazaspiro[4.4]nonan-7-yl]propanamide